C(C)(C)(C)C=1C=C(C(=C(C(=O)OC)C1)C(C1=CC=CC=C1)N(CCC)C(=O)OC)C methyl 5-(tert-butyl)-2-(((methoxycarbonyl)(propyl)amino)(phenyl)methyl)-3-methylbenzoate